N1(C=NC=C1)C(C)=O 1-(1H-imidazol-1-yl)ethanone